(E)-3-(methylsulfonyl)-N'-(1-(naphthalen-2-yl)ethylidene)benzohydrazide CS(=O)(=O)C=1C=C(C(=O)N/N=C(\C)/C2=CC3=CC=CC=C3C=C2)C=CC1